C(C)NCCCNCC N,N'-Diethyl-1,3-diaminopropane